C(C)OC(=O)C=1C=NN(C1C(F)F)C1CN(CCC1)C1=C(C=CC(=C1)Cl)C1=CC=C(C=C1)N1CCN(CC1)CCC 1-{1-[4-Chloro-4'-(4-propylpiperazin-1-yl)[1,1'-biphenyl]-2-yl]piperidin-3-yl}-5-(difluoromethyl)-1H-pyrazole-4-carboxylic acid ethyl ester